4-(3-(2-chloro-4-((5-cyclopropyl-3-(2,6-dichlorophenyl)isoxazol-4-yl)methoxy)phenyl)-3-hydroxyCyclobutyl)benzenesulfinic acid sodium salt [Na+].ClC1=C(C=CC(=C1)OCC=1C(=NOC1C1CC1)C1=C(C=CC=C1Cl)Cl)C1(CC(C1)C1=CC=C(C=C1)S(=O)[O-])O